6-(piperidin-4-yloxy)indolin-2-one N1CCC(CC1)OC1=CC=C2CC(NC2=C1)=O